2-(6-(2-((3-methoxy-4-((1-Methylpiperidin-4-yl)oxy)phenyl)amino)-6-methyl-7H-pyrrolo[2,3-d]pyrimidin-7-yl)pyridin-2-yl)propan COC=1C=C(C=CC1OC1CCN(CC1)C)NC=1N=CC2=C(N1)N(C(=C2)C)C2=CC=CC(=N2)C(C)C